tert-butyl (S)-3-(difluoromethyl)pyrrolidine-1-carboxylate FC([C@@H]1CN(CC1)C(=O)OC(C)(C)C)F